OCCN1C=C(C(=C1C1=C(C=CC=C1)C(F)(F)F)C)C(=O)NC1=CC=C(C=C1)SC 1-(2-hydroxyethyl)-4-methyl-N-[4-(methylthio)phenyl]-5-[2-(trifluoromethyl)phenyl]-1H-pyrrole-3-carboxamide